methyl 3-((R)-2-aminopropanamido)-1-benzylpyrrolidine-3-carboxylate TFA salt OC(=O)C(F)(F)F.N[C@@H](C(=O)NC1(CN(CC1)CC1=CC=CC=C1)C(=O)OC)C